2-(Dimethylamino)-N-(7-fluoro-2-formyl-indan-5-yl)-2-methylpropanamide CN(C(C(=O)NC=1C=C2CC(CC2=C(C1)F)C=O)(C)C)C